O[C@H]1[C@@H](COCC1)NC(OC(C)(C)C)=O Tert-butyl ((3R,4R)-4-hydroxytetrahydro-2H-pyran-3-yl)carbamate